COC1=CC=C2C3=C(C=CC=C13)C(=O)OC2=O 4-methoxy-1,8-naphthalenedicarboxylic acid anhydride